(2R)-4,4-difluoro-2-(4-fluorophenyl)-N-{4-[5-fluoro-3-(pyridin-2-yl)-1H-pyrrolo[3,2-b]pyridin-2-yl]pyridin-2-yl}butanamide (3-methyl-thiophenyl)phosphite CC1=C(SC=C1)P(O)(O)O.FC(C[C@@H](C(=O)NC1=NC=CC(=C1)C1=C(C2=NC(=CC=C2N1)F)C1=NC=CC=C1)C1=CC=C(C=C1)F)F